C1N(CCC12CNCC2)C2=NC=NC=C2OC2=C(C(=O)N(C(C)C)C(C)C)C=C(C=C2)F ((4-(2,7-diazaspiro[4.4]non-2-yl)pyrimidin-5-yl)oxy)-5-fluoro-N,N-diisopropylbenzamide